8-((1H-indol-6-yl)sulfonyl)-2-(6-(trifluoromethyl)pyridin-2-yl)-2,8-diazaspiro[4.5]decan-1-one N1C=CC2=CC=C(C=C12)S(=O)(=O)N1CCC2(CCN(C2=O)C2=NC(=CC=C2)C(F)(F)F)CC1